3-(benzyloxy)-2-methylpropanoic acid C(C1=CC=CC=C1)OCC(C(=O)O)C